C(C)(C)(C)OC(=O)[C@H]1CCCC=2N1C(N(N2)CC2=CC(=C(C=C2)F)Cl)=O |r| tert-Butyl-(5RS)-2-(3-chloro-4-fluorobenzyl)-3-oxo-2,3,5,6,7,8-hexahydro[1,2,4]triazolo[4,3-a]pyridine-5-carboxylate